S1(C=CC=C1)=N thiophene-1-imine